C(C1=CC=CC=C1)NC(N(C1=NC=C(C=C1)C=1C=NC(=NC1)OC)[C@@H]1CC[C@H](CC1)NC1=NC=C(C(=N1)OC1COC1)C#N)=O 3-benzyl-1-(trans-4-((5-cyano-4-(oxetan-3-yloxy)pyrimidin-2-yl)amino)cyclohexyl)-1-(5-(2-methoxypyrimidin-5-yl)pyridin-2-yl)urea